Phospholan oxide P1(CCCC1)=O